ClC1=CC(=C(CNC2=CC=C3C(=N2)CN(C3=O)CCNC(C)=O)C=C1)F N-(2-(2-((4-chloro-2-fluorobenzyl)amino)-5-oxo-5,7-dihydro-6H-pyrrolo[3,4-b]pyridin-6-yl)ethyl)acetamide